2-[4-[4-[5-[tert-butyl(dimethyl)silyl]oxy-1-tetrahydropyran-2-yl-indazol-3-yl]pyrazol-1-yl]butoxy]ethyl methanesulfonate CS(=O)(=O)OCCOCCCCN1N=CC(=C1)C1=NN(C2=CC=C(C=C12)O[Si](C)(C)C(C)(C)C)C1OCCCC1